S1C(=CC=C1)C1(NC=CC=2C3=CC=CC=C3[N-]C12)O 1-thienyl-beta-carbolineIDOl